N-[2-(4-formylcyclohexyl)pyrazolo[3,4-c]Pyridin-5-yl]-6-(trifluoromethyl)pyridine (5aR,6S,6aS)-ethyl-3-chloro-5,5a,6,6a-tetrahydrocyclopropa[4,5]cyclopenta[1,2-c]pyridine-6-carboxylate C(C)OC(=O)[C@H]1[C@@H]2CC3=C(C=NC(=C3)Cl)[C@@H]21.C(=O)C2CCC(CC2)N2N=C1C=NC(=CC1=C2)N2CC=CC=C2C(F)(F)F